O=C1NC(CCC1N1C(C2=CC=CC(=C2C1)NCCOCCOCCOCCOCC(=O)N1CCC(CC1)C1=CC=C(C(=O)N2CCC(CC2)CCCCNC(\C=C\C=2C=NC=CC2)=O)C=C1)=O)=O (E)-N-(4-(1-(4-(1-(14-((2-(2,6-dioxopiperidin-3-yl)-1-oxoisoindolin-4-yl)amino)-3,6,9,12-tetraoxatetradecanoyl)piperidin-4-yl)benzoyl)piperidin-4-yl)butyl)-3-(pyridin-3-yl)acrylamide